C1(=CC=CC=C1)NCCC[Si](OC)(OC)OC 3-(phenylamino)propyl-trimethoxysilane